1H-Benzotriazol-5-yl-2-{[4-(2-oxo-1,4-dihydro-2H-quinazolin-3-yl)-piperidine-1-carbonyl]-amino}-propionic acid methyl ester COC(C(C)(NC(=O)N1CCC(CC1)N1C(NC2=CC=CC=C2C1)=O)C1=CC2=C(NN=N2)C=C1)=O